C(C)(C)(C)OC(=O)N1CCC(CC1)(C(=O)O)CC=1N=C(SC1)Cl 1-(tert-butoxycarbonyl)-4-((2-chlorothiazol-4-yl)methyl)piperidine-4-carboxylic acid